4H-benzo[d][1,3]dioxin-4-one O1COC(C2=C1C=CC=C2)=O